FC(C(=O)O)(F)F.C(#N)CN1CCC(CC1)O (cyanomethyl)-4-hydroxypiperidine trifluoroacetate